N-methyl-2-(3-(3-nitrophenyl)-2-oxobutanoyl)hydrazinecarbothioamide CNC(=S)NNC(C(C(C)C1=CC(=CC=C1)[N+](=O)[O-])=O)=O